BrCCCCN1N=NC2=C1C=CC(=C2C)C(CC(=O)OCC)C2=CC(=C(C=C2)C)[C@@H](C)N2S(OC1=C(C2)C=C(C=C1OC)O)(=O)=O ethyl 3-[1-(4-bromobutyl)-4-methyl-1H-benzotriazol-5-yl]-3-{3-[(1R)-1-(6-hydroxy-8-methoxy-2,2-dioxo-2H-1,2λ6,3-benzoxathiazin-3(4H)-yl)ethyl]-4-methylphenyl}propanoate